ClC1=CC(=C(C=C1)[C@@]1(OC2=C(O1)C=CC=C2C2CCN(CC2)CC2=NC1=C(N2C[C@H]2OCC2)C=C(C=C1)C(=O)O)C)F 2-({4-[(2S)-2-(4-Chloro-2-fluorophenyl)-2-methyl-1,3-benzodioxol-4-yl]piperidin-1-yl}methyl)-1-[(2S)-oxetan-2-ylmethyl]-1H-benzimidazole-6-carboxylic acid